BrC1(C(C(C(=O)O)=CC=C1)F)F 3-bromo-2,3-difluorobenzoic acid